CS(=O)(C1=C(N=C2N1C=C(C=C2)C2=NOC(=N2)C(F)(F)F)C)=NCC2=NN(C=N2)C methyl(((1-methyl-1H-1,2,4-triazol-3-yl)methyl)imino)(2-methyl-6-(5-(trifluoromethyl)-1,2,4-oxadiazol-3-yl)imidazo[1,2-a]pyridin-3-yl)-λ6-sulfanone